CN1N=C2C3=C(C=CC=4C(=C13)CN(N4)C4CCOCC4)NN=C2 1-methyl-9-(tetrahydro-2H-pyran-4-yl)-1,5,9,10-tetrahydro-1,2,4,5,8,9-hexaazabenzo[cd]cyclopenta[h]azulene